5-Fluoro-2'-deoxyuridine 5'-monophosphate sodium salt [Na+].P(=O)([O-])([O-])OC[C@@H]1[C@H](C[C@@H](O1)N1C(=O)NC(=O)C(=C1)F)O.[Na+]